O[C@@H]1C[C@H](N(C1)CCCOC=1C(=C(C=CC1)C1=C(C(=CC=C1)OCCCN1C[C@@H](CC1)O)C)C)C(=O)O (2s,4r)-4-hydroxy-1-(3-((3'-(3-((R)-3-hydroxypyrrolidin-1-yl)propoxy)-2,2'-dimethyl-[1,1'-biphenyl]-3-yl)oxy)propyl)pyrrolidine-2-carboxylic acid